(4-methylbenzyl)-2-oxoindoline-5-carboxamide CC1=CC=C(CN2C(CC3=CC(=CC=C23)C(=O)N)=O)C=C1